CN(C1=CC=C(C=C1)C=1N=C(C=2C=CC=NC2C1)NCCCN1C=NC=C1)C 7-[4-(dimethylamino)phenyl]-N-[3-(1H-imidazol-1-yl)propyl]-1,6-naphthyridin-5-amine